C(C)C(COC(C1=CC=C(C(=O)O)C=C1)=O)CCCC terephthalic acid (2-ethylhexyl) ester